ClCCN(C)C 2-Chloro-N,N-dimethylethan-1-amine